C1(CC1)C=1N=CC=2C=C3C(=C(C2C1)S(=O)(=O)NCC(C)(C)F)C[C@@H](C3)NC3=CC=C(C=C3)C=3N=NN(N3)C (7R)-3-cyclopropyl-N-(2-fluoro-2-methylpropyl)-7-[4-(2-methyltetrazol-5-yl)anilino]-7,8-dihydro-6H-cyclopenta[g]isoquinoline-5-sulfonamide